3-cyclopropyl-4-(4,4,5,5-tetramethyl-1,3,2-dioxaborolan-2-yl)-1H-pyrazole C1(CC1)C1=NNC=C1B1OC(C(O1)(C)C)(C)C